Fmoc-O-tert-butyl-L-glutamine C(=O)(OCC1C2=CC=CC=C2C2=CC=CC=C12)N[C@@H](CCC(N)=O)C(=O)OC(C)(C)C